N1C=NC=C1C1=CC=C(C=N1)C=1CCNCC1 6-(1H-imidazol-5-yl)-1',2',3',6'-tetrahydro-3,4'-bipyridine